O[C@@H]1[C@@H](CS(C1)(=O)=O)NC(=O)C=1C(N(N=C(C1)C1=CC=C(C=C1)C(F)(F)F)C=1C=NSC1)=O (+)-N-[(cis)-4-hydroxy-1,1-dioxidotetra-hydrothiophen-3-yl]-3-oxo-2-(1,2-thiazol-4-yl)-6-[4-(trifluoromethyl)phenyl]-2,3-dihydropyridazine-4-carboxamide